C(C)(=O)OC1=C(C(=O)O)C=C(C=C1)NCC1=C(C(=C(C(=C1F)F)C(F)(F)F)F)F 2-acetoxy-5-(2,3,5,6-tetrafluoro-4-trifluoromethylbenzylamino)benzoic acid